NC1=NC(=C(C=2N1C(N(N2)CC2=NC=C(C=C2)F)=O)C2=CC(=NC(=C2)C)Cl)C2=CC=CC=C2 5-amino-8-(2-chloro-6-methyl-4-pyridinyl)-2-[(5-fluoro-2-pyridinyl)methyl]-7-phenyl-[1,2,4]triazolo[4,3-c]pyrimidin-3-one